N-(4-cyclohexylphenyl)-2-(2-cyclopropylmorpholino)-6,7-dihydro-5H-pyrrolo[3,4-d]pyrimidin-4-amine hydrochloride Cl.C1(CCCCC1)C1=CC=C(C=C1)NC=1C2=C(N=C(N1)N1CC(OCC1)C1CC1)CNC2